Cl.Cl.N(=[N+]=[N-])[C@](N)(CCCCN)C(=O)N(CCSSCCN)C([C@@](N)(CCCCN)N=[N+]=[N-])=O bis(alpha-azido-L-lysyl)-cystamine dihydrochloride